tert-butyl (4-iodo-7-methylbenzo[d]thiazol-2-yl)carbamate IC1=CC=C(C2=C1N=C(S2)NC(OC(C)(C)C)=O)C